C(C)OC(NC(C(=NNC1=CC(=C(C(=C1)C)CC=1C=C2C(=NNC2=CC1)CCCCC)C)C#N)=O)=O ethyl-(2-cyano-2-(2-(3,5-dimethyl-4-((3-pentyl-1H-indazol-5-yl)methyl)phenyl)hydrazineylidene)acetyl)carbamate